C1([C@H](O)[C@H](O)[C@H](O1)CO)N1C(=NC=C1)CC(=O)O 1-ribosyl-imidazoleacetic acid